N-(4-methoxyphenyl)-2-(6-nitro-4-oxoquinazolin-3(4H)-yl)acetamide COC1=CC=C(C=C1)NC(CN1C=NC2=CC=C(C=C2C1=O)[N+](=O)[O-])=O